2,2'-azobis(isobutyrate) N(=NC(C(=O)[O-])(C)C)C(C(=O)[O-])(C)C